NC=1C=C(C=C(C1)C(F)(F)F)[C@@H](C)NC=1C2=C(N=C(N1)C)N=C(C(=C2)C(=O)N(C)C)N2CCC(CC2)F (R)-4-(1-(3-amino-5-(trifluoromethyl)phenyl)ethylamino)-7-(4-fluoropiperidin-1-yl)-N,N,2-trimethylpyrido[2,3-d]pyrimidine-6-carboxamide